di(tert-butyl)(3-ethoxyphenyl)phosphine C(C)(C)(C)P(C1=CC(=CC=C1)OCC)C(C)(C)C